COCCOCCN(CCC[Si](OCC)(OCC)OCC)CCOCCOC N,N-bis(2-(2-methoxyethoxy)ethyl)-3-(triethoxysilyl)propan-1-amine